FC1(C(N2[C@H](CO1)CC[C@H]2CO)=O)F (6S,8aS)-3,3-difluoro-6-(hydroxymethyl)tetrahydro-1H-pyrrolo[2,1-c][1,4]oxazin-4(3H)-one